C(C)(C)(C)OC(=O)N1CC2=CC=C(C=C2CC1)NC1=NC=C(C(=N1)OC1=C(C=CC=C1)C(NC)=O)C(F)(F)F 6-((4-(2-(methylcarbamoyl)phenoxy)-5-(trifluoromethyl)pyrimidin-2-yl)amino)-3,4-dihydroisoquinoline-2(1H)-carboxylic acid tert-butyl ester